C1=CC2=C(C=CC=C2N=C=O)C(=C1)N=C=O 1,5-Naphthylene diisocyanate